[3-ethoxy-2,2-dimethyl-3-oxo-1-[6-(trifluoromethyl)-3-pyridyl]propyl]ammonium chloride [Cl-].C(C)OC(C(C(C=1C=NC(=CC1)C(F)(F)F)[NH3+])(C)C)=O